2-(6-(Aminomethyl)pyridazin-3-yl)-3-methyl-5-(trifluoromethyl)phenol NCC1=CC=C(N=N1)C1=C(C=C(C=C1C)C(F)(F)F)O